FC(OC=1C=CC(=C(C1)N1C(N([C@H](C1)C#N)C1=CN=CC2=CC=CC=C12)=O)C)F (R)-1-(5-(difluoromethoxy)-2-methylphenyl)-3-(isoquinolin-4-yl)-2-oxoimidazoline-4-carbonitrile